OC1(CC=CC=C1)N=NC1=CC=C(C=C1)OC 1-hydroxy-4'-methoxyazobenzene